O[C@@]1([C@@H](CC[C@H](C1)C)C(C)C)C(=O)NCC(C)(C1=CC=CC=C1)O (1s,2s,5r)-1-hydroxy-N-(2-hydroxy-2-phenyl-propyl)-2-isopropyl-5-methyl-cyclohexanecarboxamide